BrC=1C=C2C=NN(C2=C(C1)C(F)F)COCC[Si](C)(C)C 2-[[5-bromo-7-(difluoromethyl)indazol-1-yl]methoxy]ethyl-trimethyl-silane